2,2-diethyl-6-(3-(5-(trifluoromethyl)pyridin-3-yl)-1,2,4-oxadiazol-5-yl)chroman-4-one C(C)C1(OC2=CC=C(C=C2C(C1)=O)C1=NC(=NO1)C=1C=NC=C(C1)C(F)(F)F)CC